ethyl 4-(1H-imidazolylmethyl)-phenylacetate N1(C=NC=C1)CC1=CC=C(C=C1)CC(=O)OCC